NC1=C(SC2=NC(=CC=C21)C)C(=O)N[C@@H]2CC=1C=CC(=NC1CC2)N2C[C@H]([C@@H](C2)NC)C(F)F 3-amino-N-[(6S)-2-[(3R,4S)-3-(difluoromethyl)-4-(methylamino)pyrrolidin-1-yl]-5,6,7,8-tetrahydroquinolin-6-yl]-6-methylthieno[2,3-b]pyridine-2-carboxamide